3,4,5-trifluorophenyl-boronic acid FC=1C=C(C=C(C1F)F)B(O)O